C(CCCCCCCCC)OC(CCCCC\C=C/CCO)OCCCCCCCCCC (3Z)-10,10-didecoxy-3-decen-1-ol